1-(3-fluoro-5-(trifluoromethyl)pyridin-2-yl)-N-(pyrimidin-2-ylmethyl)methanamine FC=1C(=NC=C(C1)C(F)(F)F)CNCC1=NC=CC=N1